diethoxydi(ethoxyacetoacetyl)titanium (IV) C(C)O[Ti](C(CC(=O)COCC)=O)(C(CC(=O)COCC)=O)OCC